3-prop-2-enyloxypropane-1-sulfonic acid C(C=C)OCCCS(=O)(=O)O